5-(piperidin-1-yl)-N-(piperidin-4-yl)-2,6-naphthyridin-3-amine N1(CCCCC1)C1=C2C=C(N=CC2=CC=N1)NC1CCNCC1